C(C)(C)(C)OC(=O)N(CCOCC1=NC=C(C=N1)C(=O)O)C(=O)OC(C)(C)C 2-[2-[bis(tert-butoxycarbonyl)amino]ethoxymethyl]pyrimidine-5-carboxylic acid